C(C1=CC=CC=C1)OC=1C(C(=CN2C1C(N1CCCC(C2C1)=O)=O)C(=O)NCC1=C(C=C(C=C1F)F)F)=O 12-(benzyloxy)-1,6,11-trioxo-N-(2,4,6-trifluorobenzyl)-1,4,5,6,7,11-hexahydro-3H-2,7-methanopyrido[1,2-a][1,4]diazonine-10-carboxamide